C1(CC1)C1=C(C=C(S1)C(=O)OC)B1OC(C(O1)(C)C)(C)C methyl 5-cyclopropyl-4-(4,4,5,5-tetramethyl-1,3,2-dioxaborolan-2-yl)thiophene-2-carboxylate